4-((dimethylamino)methylene)-5-oxopyrrolidine-1,2-dicarboxylic acid 1-(tert-butyl) 2-methyl ester COC(=O)C1N(C(C(C1)=CN(C)C)=O)C(=O)OC(C)(C)C